ClC1=NC=C(C(=C1)C(=O)OC)C(F)(F)F methyl 2-chloro-5-(trifluoromethyl)pyridine-4-carboxylate